5-[(7R)-3-(benzyloxy)-7-({2-[1-({[tert-butyl(dimethyl)silyl]oxy}methyl)cyclobutyl]ethyl}amino)-1-fluoro-5,6,7,8-tetrahydronaphthalen-2-yl]-1λ6,2,5-thiadiazolidine-1,1,3-trione C(C1=CC=CC=C1)OC=1C(=C(C=2C[C@@H](CCC2C1)NCCC1(CCC1)CO[Si](C)(C)C(C)(C)C)F)N1CC(NS1(=O)=O)=O